CC1(OB(OC1(C)C)C1CC12CC2)C 4,4,5,5-tetramethyl-2-(spiro[2.2]pentan-1-yl)-1,3,2-dioxaborolane